4-fluoro-2-(1H-pyrrolo[2,3-b]pyridin-5-yloxy)benzoic acid methyl ester COC(C1=C(C=C(C=C1)F)OC=1C=C2C(=NC1)NC=C2)=O